3-(4-aminophenyl)-3H-diazine NC1=CC=C(C=C1)C1NN=CC=C1